FC(C1=CC=C(C=C1)C=1N=C(N2C1C=CC=C2)CC(=O)O)(F)F 2-(1-(4-(trifluoromethyl)phenyl)imidazo[1,5-a]pyridin-3-yl)acetic acid